NC(C(=O)N(C1=CC=CC=C1)C1(CCN(CC1)CCC=1SC=CC1)COC)C amino-N-(4-(methoxymethyl)-1-(2-(thien-2-yl)ethyl)piperidin-4-yl)-N-phenylpropionamide